(R)-(5-fluoro-2-methoxyphenyl)(1-(phenylsulfonyl)-1H-indole-2-yl)methaneamine FC=1C=CC(=C(C1)[C@@H](N)C=1N(C2=CC=CC=C2C1)S(=O)(=O)C1=CC=CC=C1)OC